N-(5-Amino-2-fluorophenyl)-5-chloro-2-hydroxybenzamide NC=1C=CC(=C(C1)NC(C1=C(C=CC(=C1)Cl)O)=O)F